C/C(/C(=O)O)=C\C1=CC(O)=C(O)C=C1.C(\C=C\C1=CC(O)=C(O)C=C1)(=O)OC methyl caffeate (Methyl caffeoate)